Cl.O[C@H]1C[C@@H](NC1)CNC(=O)C1=CN(CCS1)C1=C2C(=NC=C1)NC=C2C N-(((2R,4S)-4-hydroxypyrrolidin-2-yl)methyl)-4-(3-methyl-1H-pyrrolo[2,3-b]pyridin-4-yl)-3,4-dihydro-2H-1,4-thiazine-6-carboxamide hydrochloride